COC(=O)C1=CC=C2C=CN(C2=C1)CC1=CC=NC=C1 1-(pyridin-4-ylmethyl)-1H-indole-6-carboxylic acid methyl ester